L-Lysyl-L-tryptophyl-L-lysyl-L-lysine N[C@@H](CCCCN)C(=O)N[C@@H](CC1=CNC2=CC=CC=C12)C(=O)N[C@@H](CCCCN)C(=O)N[C@@H](CCCCN)C(=O)O